2-((4-fluorophenyl)sulfonamido)-5-(trifluoromethyl)benzamide FC1=CC=C(C=C1)S(=O)(=O)NC1=C(C(=O)N)C=C(C=C1)C(F)(F)F